[Si]([O-])([O-])([O-])[O-].[Hg+2].[Hg+2] mercuric silicate